15-(heptadecan-9-yloxy)-7,15-dioxopentadecanoic acid CCCCCCCCC(CCCCCCCC)OC(CCCCCCCC(CCCCCC(=O)O)=O)=O